m-(2-amino-6-{1-[(6-isopropyl-2-pyridinyl)methyl]-1H-1,2,3-triazol-4-yl}-4-pyrimidinyl)benzonitrile NC1=NC(=CC(=N1)C=1C=C(C#N)C=CC1)C=1N=NN(C1)CC1=NC(=CC=C1)C(C)C